C[C@@H]1CN(C[C@@H](N1)C)CC1=CC(=NC(=C1)C(F)(F)F)N1C(C2=CC(=CC=C2C1)C1(COC1)CC1=NN=CN1C)=O 2-(4-(((3R,5S)-3,5-Dimethylpiperazin-1-yl)methyl)-6-(trifluoromethyl)pyridin-2-yl)-6-(3-((4-methyl-4H-1,2,4-triazol-3-yl)methyl)oxetan-3-yl)isoindolin-1-one